C(C)(C)(C)N1N=CC(=C1F)C(=O)NC1=NC=C(C(=C1)C=1C=C(C=2N(C1)C(=CN2)F)N2CCOCC2)C 1-(Tert-butyl)-5-fluoro-N-(4-(3-fluoro-8-morpholinoimidazo[1,2-a]pyridin-6-yl)-5-methylpyridin-2-yl)-1H-pyrazole-4-carboxamide